(trimethyl)(naphthalenyl)cyclopentadienyl-platinum CC1=C(C(C=C1)([Pt]C1=CC=CC2=CC=CC=C12)C)C